4-(8-(3-acrylamidophenyl)quinazolin-6-yl)-N-(3-(trifluoromethyl)phenyl)benzamide methyl-(R)-2-amino-3-mercaptopropionate COC([C@H](CS)N)=O.C(C=C)(=O)NC=1C=C(C=CC1)C=1C=C(C=C2C=NC=NC12)C1=CC=C(C(=O)NC2=CC(=CC=C2)C(F)(F)F)C=C1